CN(C(C[Mg]Br)=O)C (2-(dimethylamino)-2-oxoethyl)magnesium bromide